6'-(5-(1,3,5-trimethyl-1H-pyrazol-4-yl)-1H-pyrrolo[2,3-b]pyridin-3-yl)spiro[cyclohexane-1,1'-isoindolin]-3'-one CN1N=C(C(=C1C)C=1C=C2C(=NC1)NC=C2C2=CC=C1C(NC3(C1=C2)CCCCC3)=O)C